C(C)(C)(C)OC(=O)N1CC(C1)CC1=CC(=C2N1C(=CN=C2)C)C2=C(C=C(C=C2)F)C(N(C(C)C)CC(F)F)=O 3-[(8-{2-[(2,2-difluoroethyl)(isopropyl)carbamoyl]-4-fluorophenyl}-4-methylpyrrolo[1,2-a]pyrazin-6-yl)methyl]azetidine-1-carboxylic acid tert-butyl ester